C(C)(C)(C)C=1C=C(C=C(C1)C(C)(C)C)CCC(=O)OCC(COC(CCC1=CC(=CC(=C1)C(C)(C)C)C(C)(C)C)=O)(COC(CCC1=CC(=CC(=C1)C(C)(C)C)C(C)(C)C)=O)COC(CCC1=CC(=CC(=C1)C(C)(C)C)C(C)(C)C)=O pentaerythritol tetrakis[beta-(3,5-di-tert-butylphenyl) propionate]